[Na+].C(C)N(C1=CC(=CC(=C1)C)C)CC(CS(=O)(=O)[O-])O N-ethyl-N-(2-hydroxy-3-sulfopropyl)-3,5-dimethyl-aniline sodium salt